The molecule is a glycosylarabinose that is alpha-L-arabinopyranose in which the hydroxy group at position 3 has been converted into the corresponding beta-D-glucopyranoside. It is a glycosylarabinose and a beta-D-glucoside. C1[C@@H]([C@@H]([C@H]([C@@H](O1)O)O)O[C@H]2[C@@H]([C@H]([C@@H]([C@H](O2)CO)O)O)O)O